CC1=NC(=CC(=C1C=O)C)C 2,4,6-TRIMETHYL-PYRIDINE-3-CARBALDEHYDE